O=C1N(C(CC1)=O)OC(CCCCCCCCCCCCCCC(=O)NCCO[C@H]1[C@@H](O)[C@@H](O[C@@H]2[C@@H](O)[C@@H](O)[C@H](O)[C@H](O2)CO)[C@H](O)[C@H](O1)CO[C@@H]1[C@@H](O)[C@@H](O)[C@H](O)[C@H](O1)CO)=O 16-[(2,5-Dioxopyrrolidin-1-yl)oxy]-N-(2-{[α-D-mannopyranosyl-(1→3)-[α-D-mannopyranosyl-(1→6)]-β-D-mannopyranosyl]oxy}ethyl)-16-oxo-hexadecanamide